COC=1C=C2CCNCC2=CC1NC1=NC2=CC(=CC=C2C=N1)C=1C=C(C=NC1)NC(C=C)=O N-(5-{2-[(6-methoxy-1,2,3,4-tetrahydroisoquinolin-7-yl)amino]quinazolin-7-yl}pyridin-3-yl)propenamide